N-(3-trimethylammoniopropyl)acrylamide C[N+](CCCNC(C=C)=O)(C)C